Cl.CC1(CCNCC1)C 4,4-Dimethylpiperidine hydrochloride